N-((2S,3S)-1-((3-fluoroazetidin-1-yl)carbonyl)-2-((3'-fluorobiphenyl-3-yl)methyl)pyrrolidin-3-yl)methanesulfonamide FC1CN(C1)C(=O)N1[C@H]([C@H](CC1)NS(=O)(=O)C)CC=1C=C(C=CC1)C1=CC(=CC=C1)F